ethoxyethyl acrylate (ethylethoxy ethyl acrylate) C(C)C=C(C(=O)O)CCOCC.C(C=C)(=O)OCCOCC